(R)-3-(4-(5-chloro-2-((1-(2-hydroxyethyl)-1H-pyrazol-4-yl)amino)pyrimidin-4-yl)-1H-pyrazol-1-yl)-3-cyclopentylpropanenitrile ClC=1C(=NC(=NC1)NC=1C=NN(C1)CCO)C=1C=NN(C1)[C@H](CC#N)C1CCCC1